5-(2-((trans)-4-aminocyclohexyl)ethyl)-1-benzyl-N3-methyl-2-oxo-1,2-dihydropyridine-3,5-dicarboxamide N[C@@H]1CC[C@H](CC1)CCC1(C=C(C(N(C1)CC1=CC=CC=C1)=O)C(=O)NC)C(=O)N